4-(4-formylstyryl)pyridinium C(=O)C1=CC=C(C=CC2=CC=[NH+]C=C2)C=C1